NC=1C=C(C=NC1)S(=O)(=O)NC(=O)C=1C(=NC(=CC1)C(C)(C)C)OC1=C(C=C(C=C1C)C)C N-[(5-Amino-3-pyridyl)sulfonyl]-6-tert-butyl-2-(2,4,6-trimethylphenoxy)pyridin-3-carboxamid